OC1=CC=C(C=C1)C=CC(=O)C1=CC=NC=C1 3-(4-hydroxyphenyl)-1-(pyridin-4-yl)prop-2-en-1-one